ON1C(CCC1=O)=O 1-Hydroxypyrrolidine-2,5-dione